N=S(=O)CN1CCC12CCN(CC2)C2=NC=NC1=C(C=CC=C21)OC imino[7-(8-methoxyquinazolin-4-yl)-1,7-diazaspiro[3.5]nonan-1-yl]methyl-λ6-sulfanone